2-(4-(5-Amino-4-cyano-1-(tetrahydro-2H-pyran-3-yl)-1H-pyrazol-3-yl)phenyl)-N-(3-neopentylisoxazol-5-yl)acetamide NC1=C(C(=NN1C1COCCC1)C1=CC=C(C=C1)CC(=O)NC1=CC(=NO1)CC(C)(C)C)C#N